N-{imidazo[1,2-a]pyridin-6-ylmethyl}benzamide N=1C=CN2C1C=CC(=C2)CNC(C2=CC=CC=C2)=O